[O].[Y].[Ni] nickel-yttrium oxygen